ClC1=C(C(=NN1CC1=C(C=CC=C1F)F)C(=O)O)CCNCCC#N 5-chloro-4-(2-((2-cyanoethyl)amino)ethyl)-1-(2,6-difluorobenzyl)-1H-pyrazole-3-carboxylic acid